C(C)(=O)C=1N=C(SC1)C=1C(=C2C(=NC1)NC=C2)NC2CC(C2)NS(=O)(=O)C2=CC(=CC=C2)C#N N-((1r,3r)-3-((5-(4-acetylthiazol-2-yl)-1H-pyrrolo[2,3-b]pyridin-4-yl)amino)cyclobutyl)-3-cyanobenzenesulfonamide